1-((R/S)-1-(4-(((R)-1-(3-amino-5-(trifluoromethyl)phenyl)ethyl)amino)-2-methyl-8,9-dihydro-7H-cyclopenta[h]quinazolin-6-yl)ethyl)azetidine-3-carbonitrile NC=1C=C(C=C(C1)C(F)(F)F)[C@@H](C)NC1=NC(=NC2=C3C(=C(C=C12)[C@@H](C)N1CC(C1)C#N)CCC3)C |&1:24|